N1(N=CC=C1)C=1C=CC(=NC1)N1C(N(C2=C(C1=O)C(=C(S2)C2=CC=C(C=C2)NC(=O)NCC(F)F)CN(C)C)CC2=C(C=CC=C2F)F)=O 1-(4-(3-(5-(1H-pyrazol-1-yl)pyrid-2-yl)-1-(2,6-difluorobenzyl)-5-((dimethylamino)methyl)-2,4-dioxo-1,2,3,4-tetrahydrothieno[2,3-d]pyrimidin-6-yl)phenyl)-3-(2,2-difluoroethyl)urea